FC1=CC=CC2=C1NC(=N2)C2=CC(=NN2)NC(=O)C=2C=NC(=CC2)N2CC(C2)OC N-[5-(7-fluoro-1H-benzimidazol-2-yl)-1H-pyrazol-3-yl]-6-(3-methoxy-azetidin-1-yl)pyridine-3-carboxamide